O=C1NC(CCC1C1=C(CN2CCC(CC2)N2CCN(CC2)C2=CC3=C(N(C(=N3)NC(C3=CC(=CC=C3)C(F)(F)F)=O)C3CCC(CC3)CO)C=C2)C=CC=C1)=O N-(5-(4-(1-(2-(2,6-dioxopiperidin-3-yl)benzyl)piperidin-4-yl)piperazin-1-yl)-1-((1s,4s)-4-(hydroxymethyl)cyclohexyl)-1H-benzo[d]imidazol-2-yl)-3-(trifluoromethyl)benzamide